C(CC)S.[S] sulfur (propanethiol)